BrC1=C(C=CC(=C1)CBr)C(F)(F)F 2-bromo-4-(bromomethyl)-1-(trifluoromethyl)benzene